ClC1([C@H]([C@@H]1C1=CC=CC=C1)C(=O)OC)Cl methyl trans-2,2-dichloro-3-phenylcyclopropanecarboxylate